5-Benzylimidazoline-2,4-dione C(C1=CC=CC=C1)C1C(NC(N1)=O)=O